FC1=C(C(=C2C=CNC2=C1)CS(=O)(=O)CC(=O)OCC)OC1=CC(=C(C=C1)F)C=1NC(=CN1)C(C)(CCCC(CO)(C)C)C1=CC(=CC=C1)I Ethyl 2-(((6-fluoro-5-(4-fluoro-3-(5-(7-hydroxy-2-(3-iodophenyl)-6,6-dimethylheptan-2-yl)-1H-imidazol-2-yl)phenoxy)-1H-indol-4-yl)methyl)sulfonyl)acetate